2-((2-(2-chloro-5-(3,5-dimethyl-2,6-dioxo-4-thioxo-1,3,5-triazin-1-yl)-4-fluorophenoxy)acetyl)thio)propanoic acid ethyl ester C(C)OC(C(C)SC(COC1=C(C=C(C(=C1)N1C(N(C(N(C1=O)C)=S)C)=O)F)Cl)=O)=O